CS(=O)(=O)N([C@H]1C[C@H](CN(C1)C(=O)OCC1=CC=CC=C1)C(=O)OC)C |r| 1-benzyl 3-methyl rac-(3R,5S)-5-[(methanesulfonyl)(methyl)amino]piperidine-1,3-dicarboxylate